4-(7-(trifluoromethyl)imidazo[1,2-a]pyridin-3-yl)isoindol-1-one FC(C1=CC=2N(C=C1)C(=CN2)C2=C1C=NC(C1=CC=C2)=O)(F)F